CC(S(=O)(=O)N)C1=CC=C(C=C1)C1=NN(C(C2=CC=CC=C12)=O)C methyl-1-(4-(3-methyl-4-oxo-3,4-dihydro-phthalazin-1-yl)phenyl)methanesulfonamide